1,4,8,11,15,18,22,25-octabutoxy-29h,31h-phthalocyanine CCCCOC1=C2C(=C(C=C1)OCCCC)C3=NC4=NC(=NC5=C6C(=CC=C(C6=C(N5)N=C7C8=C(C=CC(=C8C(=N7)N=C2N3)OCCCC)OCCCC)OCCCC)OCCCC)C9=C(C=CC(=C94)OCCCC)OCCCC